(1R,2S,3R,4R)-methyl 3-amino-7-(propan-2-ylidene)bicyclo[2.2.1]heptane-2-carboxylate N[C@H]1[C@H]([C@H]2CC[C@@H]1C2=C(C)C)C(=O)OC